2-methoxy-N-(2-(trifluoromethoxy)benzyl)nicotinamide-d3 COC1=C(C(=O)NCC2=C(C=CC=C2)OC(F)(F)F)C(=C(C(=N1)[2H])[2H])[2H]